tert-Butyl 4-{2-[5-(benzyloxy)-2-nitrophenoxy]ethyl}piperidine-1-carboxylate C(C1=CC=CC=C1)OC=1C=CC(=C(OCCC2CCN(CC2)C(=O)OC(C)(C)C)C1)[N+](=O)[O-]